N1(C=NC=C1)C(=S)N[C@@H](CCC(=O)OC(C)(C)C)C(=O)OC(C)(C)C Di-tert-butyl (1H-imidazole-1-carbonothioyl)-L-glutamate